ClC=1C=C(C=CC1OC(F)(F)F)NC(=O)NC1=NC(=CC(=N1)Cl)C 1-(3-chloro-4-(trifluoromethoxy)phenyl)-3-(4-chloro-6-methylpyrimidin-2-yl)urea